N-(1,4-diphenyl-but-3-yn-1-yl)-4-methylbenzenesulfonamide C1(=CC=CC=C1)C(CC#CC1=CC=CC=C1)NS(=O)(=O)C1=CC=C(C=C1)C